rel-cis-3-[[5-(4-chloro-2-hydroxy-6-methyl-phenyl)oxazolo[4,5-b]pyridin-2-yl]amino]-4-fluoro-piperidine-1-carboxylic acid tert-butyl ester C(C)(C)(C)OC(=O)N1C[C@H]([C@H](CC1)F)NC=1OC=2C(=NC(=CC2)C2=C(C=C(C=C2C)Cl)O)N1 |o1:9,10|